3-(4-((5-(4-(4-amino-3-(4-phenoxyphenyl)-1H-pyrazolo[3,4-d]pyrimidin-1-yl)piperidine-1-yl)pentyl)thio)-1-oxoisoindoline-2-yl)piperidine-2,6-dione NC1=C2C(=NC=N1)N(N=C2C2=CC=C(C=C2)OC2=CC=CC=C2)C2CCN(CC2)CCCCCSC2=C1CN(C(C1=CC=C2)=O)C2C(NC(CC2)=O)=O